FC(S(=O)(=O)N[C@@H]1[C@@H](N(CC12CC2)C(=O)NC[C@H]2OCC2)CC=2C(=C(C=CC2)C2=CC=CC=C2)F)F (6S,7S)-7-((difluoromethyl)sulfonamido)-6-((2-fluoro-[1,1'-biphenyl]-3-yl)methyl)-N-(((S)-oxetan-2-yl)methyl)-5-azaspiro[2.4]heptane-5-carboxamide